(4-(pyridin-2-yl)butyrylamino)-N-(4-chlorobenzyl)-1,2,3-thiadiazole-4-carboxamide N1=C(C=CC=C1)CCCC(=O)NC1=C(N=NS1)C(=O)NCC1=CC=C(C=C1)Cl